2-(2-chlorophenyl)-7-(pyridin-3-yl)-5,7-diazaspiro[3.4]octane-6,8-dione ClC1=C(C=CC=C1)C1CC2(C1)NC(N(C2=O)C=2C=NC=CC2)=O